isopropoxyimidazo[1,2-a]pyridine-6-carboxylic acid C(C)(C)OC=1N=C2N(C=C(C=C2)C(=O)O)C1